ClC=1C=C(CC2(NC(=NC3=CC=C(C=C23)C=2C(=NOC2C)C)NC2CCN(CC2)C)N)C=CC1 4-(3-chlorobenzyl)-6-(3,5-dimethylisoxazol-4-yl)-N2-(1-methylpiperidin-4-yl)Quinazoline-2,4-diamine